3-[4-(4,6-dimorpholin-4-yl-1,3,5-triazin-2-yl)phenyl]urea N1(CCOCC1)C1=NC(=NC(=N1)N1CCOCC1)C1=CC=C(C=C1)NC(N)=O